C(C)N1N=C(C=C1)C(C(C)C)=O (1-Ethylpyrazol-3-yl)-2-methyl-propan-1-one